pyrido[2,1-b]pyrimidin-4-one N1=C2N(C(C=C1)=O)C=CC=C2